bis(2-ethylhexyl) adipate (bis(2-ethylhexyl) adipate) C(C)C(CC(C(=O)O)(CCCC(=O)O)CC(CCCC)CC)CCCC.C(CCCCC(=O)OCC(CCCC)CC)(=O)OCC(CCCC)CC